CN(CCCCCCO[Si](OC(OCCCCCCCC\C=C/C\C=C/CCCCC)CCCCCCCC1C(C1)CCCCCCCC)(C)C)CC#C (20Z,23Z)-N,8,8-trimethyl-10-(7-(2-octylcyclopropyl)heptyl)-N-(prop-2-yn-1-yl)-7,9,11-trioxa-8-silanonacosa-20,23-dien-1-amine